(E)-5-(2-(3-(3,5-bis(trifluoromethyl)phenyl)-1H-1,2,4-triazol-1-yl)-1-(Pyrimidin-5-yl)vinyl)-1,3,4-oxadiazol-2-amine FC(C=1C=C(C=C(C1)C(F)(F)F)C1=NN(C=N1)/C=C(\C=1C=NC=NC1)/C1=NN=C(O1)N)(F)F